(2R)-2-bromo-2-fluoro-acetic acid propyl ester C(CC)OC([C@H](F)Br)=O